Methyl 5-methoxy-2-((pyrazolo[1,5-a]pyrimidine-3-carboxamido)methyl)benzofuran-7-carboxylate COC=1C=C(C2=C(C=C(O2)CNC(=O)C=2C=NN3C2N=CC=C3)C1)C(=O)OC